FC1=C(C=CC(=C1)N)C1=CC=C(C=C1)N fluoro-4,4'-diaminobiphenyl